1-{[2-(2,4-Difluoro-3-hydroxyphenyl)-1,3-thiazol-5-yl]methyl}-2,3-dihydro-1H-1,3-benzodiazol-2-one FC1=C(C=CC(=C1O)F)C=1SC(=CN1)CN1C(NC2=C1C=CC=C2)=O